N[C@H]1CN(CCC1)C(=O)C1=NN(C(=C1)C1=CC(=C(C#N)C=C1)F)C1=C(C=C(C=C1)CC(C)(C)O)F (R)-4-(3-(3-aminopiperidine-1-carbonyl)-1-(2-fluoro-4-(2-hydroxy-2-methylpropyl)phenyl)-1H-pyrazol-5-yl)-2-fluorobenzonitrile